FC1=C(C=C(C=C1C(F)(F)F)N1N=CC=2N=C(N=CC21)N2CCN(CC2)S(=O)(=O)C)O 2-Fluoro-5-(5-(4-(methyl-sulfonyl)piperazin-1-yl)-1H-pyrazolo[4,3-d]pyrimidin-1-yl)-3-(trifluoromethyl)phenol